CC=1C=C(C=CC1OC1=CC2=C(N(C=N2)C)C=C1)NC1=C(C=NC=2N1N=CC2)C=2OCC(N2)C(=O)OC Methyl 2-(7-((3-methyl-4-((1-methyl-1H-benzimidazol-5-yl) oxy) phenyl) amino) pyrazolo[1,5-a]pyrimidin-6-yl)-4,5-dihydro-oxazole-4-carboxylate